1-(tert-butyl) 4-ethyl 3-oxopiperidine-1,4-dicarboxylate O=C1CN(CCC1C(=O)OCC)C(=O)OC(C)(C)C